4-propylhepta-2,3-diene-1-ol C(CC)C(=C=CCO)CCC